C(C)[C@@H]1N(CCC[C@@H]1C1=CC=2C(=NC=CC2NC=2C=CC3=C(N=CS3)C2)S1)C N-(2-((2S,3S)-2-ethyl-1-methylpiperidin-3-yl)thieno[2,3-b]pyridin-4-yl)benzo[d]thiazol-5-amine